ClC1=CC(=NC=C1C([2H])([2H])[2H])C1=CC=CC2=C1OC1=C2C=CC(=C1)Cl 4-chloro-2-(7-chlorodibenzo[b,d]furan-4-yl)-5-(methyl-d3)pyridine